N-(2,2-dimethyl-6-(4-(trifluoromethyl)piperidin-1-yl)-2,3-dihydrobenzofuran-5-yl)pyrazolo[1,5-a]pyrimidine-3-carboxamide CC1(OC2=C(C1)C=C(C(=C2)N2CCC(CC2)C(F)(F)F)NC(=O)C=2C=NN1C2N=CC=C1)C